ClC=1C=CC(=NC1)C(C(=O)N)C (5-chloropyridin-2-yl)propanamide